10-methoxy-N-(propan-2-yl)-9-[3-(pyrrolidin-1-yl)propoxy]-1H,2H,3H,4H,5H-azepino[3,2-c]quinolin-6-amine formate C(=O)O.COC1=CC=2C3=C(C(=NC2C=C1OCCCN1CCCC1)NC(C)C)CCCCN3